2-CHLORO-4-METHYLANILINE ClC1=C(N)C=CC(=C1)C